methyl (5S)-2-(cyclopropanecarbonylamino)-5-[[5-(difluoromethoxy)-2-methyl-pyrazol-3-yl]carbamothioylamino]-4,5,6,7-tetrahydrobenzothiophene-3-carboxylate C1(CC1)C(=O)NC=1SC2=C(C1C(=O)OC)C[C@H](CC2)NC(NC=2N(N=C(C2)OC(F)F)C)=S